1-methoxy-4-(2-((1-methoxyprop-2-yl)oxy)-1-phenylvinyl)benzene COC1=CC=C(C=C1)C(=COC(COC)C)C1=CC=CC=C1